C(#N)C=1C=CC(=C2C=CC=NC12)N1CC2(CC2(C1)C(F)(F)F)C(=O)NC1CC2COCC(C1)N2C 3-(8-cyanoquinolin-5-yl)-N-(9-methyl-3-oxa-9-azabicyclo[3.3.1]nonan-7-yl)-5-(trifluoromethyl)-3-azabicyclo[3.1.0]hexane-1-carboxamide